C(CCCCCCCC)C1CCCNCCCCC1 5-nonyl-1-azacyclodecane